NC=1C(C(=C(C(C1Cl)=O)N)Cl)=O 2,5-diamino-3,6-dichloro-1,4-benzoquinone